CCCCOC(=O)CCCCCCCCC(=O)OCCCC di-n-butyl sebacate